N(C1=CC=CC=C1)C1=NC=CC(=N1)NC1=CC=C(C=C1)C=CC1=NC=CC=C1 2-anilino-4-(4-(2-(2-pyridyl)ethenyl)anilino)pyrimidine